3,5-bis(trifluoromethyl)phenyl-dimethyl-silane FC(C=1C=C(C=C(C1)C(F)(F)F)[SiH](C)C)(F)F